(2R,3R,4S,5R,6R)-2-(acetoxymethyl)-6-(2-(2-hydroxyethoxy)ethoxy)tetrahydro-2H-pyran-3,4,5-triyl triacetate C(C)(=O)O[C@@H]1[C@H](O[C@H]([C@@H]([C@H]1OC(C)=O)OC(C)=O)OCCOCCO)COC(C)=O